1,3,3-trimethyl-1-(aminomethyl)-6-aminocyclohexane CC1(CC(CCC1N)(C)C)CN